(2R)-6-chloro-4-oxo-N-[(1R*,2S*,4R*,5S*)-5-(2-{[cis-3-(trifluoromethoxy)cyclobutyl]oxy}acetamido)bicyclo[2.2.1]heptan-2-yl]-3,4-dihydro-2H-1-benzopyran-2-carboxamide ClC=1C=CC2=C(C(C[C@@H](O2)C(=O)N[C@@H]2[C@H]3C[C@@H]([C@@H](C2)C3)NC(CO[C@@H]3C[C@@H](C3)OC(F)(F)F)=O)=O)C1 |o1:13,14,16,17|